C12CCCC(CC1)C2NC(CN2C(C(=CC=C2)NC([C@H](CC\C=C\C(C)=O)NC(=O)C2=NN(C=N2)C)=O)=O)=O N-((2S,E)-1-(1-(2-(Bicyclo[3.2.1]octan-8-ylamino)-2-oxoethyl)-2-oxo-1,2-dihydropyridin-3-ylamino)-1,7-dioxooct-5-en-2-yl)-1-methyl-1H-1,2,4-triazol-3-carboxamid